ClC=1C(=NC=CC1)N1N=C(C=C1C(=O)NC1=C(C2=CC=C(C=C2C=C1C(N)=O)Br)Br)C(F)(F)F 2-(3-chloro-2-pyridyl)-N-(1,6-dibromo-3-carbamoyl-2-naphthyl)-5-(trifluoromethyl)pyrazole-3-carboxamide